2-(2,5-dimethoxy-4-methylphenyl)ethan-1-amine COC1=C(C=C(C(=C1)C)OC)CCN